FC(=C(C(C(C(C(F)(F)F)(F)F)(F)F)(F)F)F)F perfluoro-2-butylethylene